COC=1C=C(C=CC1OC)[C@@]12CCN([C@H]2CC(CC1)=NNC(=O)NC1=CC=C(C=C1)OC)C [[(3aS,7aS)-3a-(3,4-dimethoxyphenyl)-1-methyl-2,3,4,5,7,7a-hexahydroindol-6-ylidene]amino]-3-(4-methoxyphenyl)urea